5-(4-bromo-3-(methoxymethoxy)phenyl)-2,7-dimethyl-2H-indazole BrC1=C(C=C(C=C1)C1=CC2=CN(N=C2C(=C1)C)C)OCOC